2-(6-bromo-1-oxo-spiro[3H-isoquinoline-4,1'-cyclopropane]-2-yl)-N-[(3R)-1-cyclobutyl-3-piperidyl]acetamide BrC=1C=C2C(=CC1)C(N(CC21CC1)CC(=O)N[C@H]1CN(CCC1)C1CCC1)=O